F[P-](F)(F)(F)(F)F.CN(C)C(CN1N=[N+](C2=NC=CC=C21)[O-])=[N+](C)C 1-((dimethylamino)(dimethyliminio)ethyl)-1H-[1,2,3]triazolo[4,5-b]pyridine 3-oxide hexafluorophosphate